N-(2-amino-3-methylphenyl)-1-(tert-butyl)-3-(1,4-dioxaspiro[4.4]nonan-7-yl)-1H-pyrazole-5-carboxamide NC1=C(C=CC=C1C)NC(=O)C1=CC(=NN1C(C)(C)C)C1CC2(OCCO2)CC1